Methyl-5-(4-(6-oxo-3-phenyl-3a-(1-phenylvinyl)-1,3a,4,5,6,6a-hexahydropentalen-2-yl)butoxy)pentanoate COC(CCCCOCCCCC=1CC2C(CCC2(C1C1=CC=CC=C1)C(=C)C1=CC=CC=C1)=O)=O